BrC1=CC=C(C=2N1N=CC2)F 7-bromo-4-fluoro-pyrazolo[1,5-a]pyridine